3-({[(1R)-6-(pyrrolidin-1-yl)-1,2,3,4-tetrahydronaphthalen-1-yl]methyl}amino)pyridine-4-carboxylic acid N1(CCCC1)C=1C=C2CCC[C@H](C2=CC1)CNC=1C=NC=CC1C(=O)O